3-(((benzyloxy)carbonyl)amino)-2-hydroxypropanoic acid C(C1=CC=CC=C1)OC(=O)NCC(C(=O)O)O